NC1=CC(=C(C=C1[N+](=O)[O-])NC(C)=O)C N-(4-Amino-2-methyl-5-nitrophenyl)acetamide